1-[bis(dimethylamino)methylene]-1H-1,2,3-triazolo(4,5-b)pyridinium 3-oxide tetrafluoroborate F[B-](F)(F)F.CN(C)C(=[N+]1N=[N+](C2=NC=CC=C21)[O-])N(C)C